1-methyl-N-[[(2R,5S)-3-oxo-2-(4-phenoxyphenyl)-1,4-thiazepan-5-yl]methyl]imidazole-4-sulfonamide CN1C=NC(=C1)S(=O)(=O)NC[C@H]1NC([C@H](SCC1)C1=CC=C(C=C1)OC1=CC=CC=C1)=O